N-[(7S)-5-cyano-2-oxa-5-azaspiro[3.4]octan-7-yl]-5-(2-phenoxyphenyl)-1H-pyrazole-3-carboxamide C(#N)N1C2(COC2)C[C@@H](C1)NC(=O)C1=NNC(=C1)C1=C(C=CC=C1)OC1=CC=CC=C1